FC(C1=NN(C(=C1)O)C1=CC(=CC=C1)F)F 3-(difluoromethyl)-1-(3-fluorophenyl)-1H-pyrazol-5-ol